NC=1C2=C(N=CN1)N(C=C2)[C@@H]2O[C@@H]([C@H]([C@H]2O)O)CSCC=2C(=NOC2C=2N=CSC2)C (2R,3R,4S,5S)-2-(4-Amino-7H-pyrrolo[2,3-d]pyrimidin-7-yl)-5-((((3-methyl-5-(thiazol-4-yl)isoxazol-4-yl)methyl)thio)methyl)tetrahydrofuran-3,4-diol